(R)-2-chloro-4-(((2-(trifluoromethyl)pyridin-3-yl)methyl)amino)-6,7-dihydrothieno[3,2-d]pyrimidine 5-oxide ClC=1N=C(C2=C(N1)CC[S@]2=O)NCC=2C(=NC=CC2)C(F)(F)F